2-(3-(1H-Pyrazol-1-yl)propylamino)-4-(3-(benzo[d]oxazol-2-yl)-2-methoxyphenylamino)pyrimidine-5-carboxamide N1(N=CC=C1)CCCNC1=NC=C(C(=N1)NC1=C(C(=CC=C1)C=1OC2=C(N1)C=CC=C2)OC)C(=O)N